1-cyclopentyl-2-oxo-7-((4-(piperazin-4-yl)phenyl)amino)-1,2-dihydro-1,6-naphthyridine-3-carbonitrile C1(CCCC1)N1C(C(=CC2=CN=C(C=C12)NC1=CC=C(C=C1)N1CCNCC1)C#N)=O